NC1=C(C=C(C=N1)C=1C=C(C=CC1)NS(=O)(=O)CCNCC1CC1)OCC1=C(C(=CC=C1F)F)Cl 2-(cyclopropylmethyl-amino)-ethanesulfonic acid {3-[6-amino-5-(2-chloro-3,6-difluoro-benzyloxy)-pyridin-3-yl]-phenyl}-amide